2-Amino-4-(3-((S)-3-(dimethylamino)pyrrolidin-1-yl)-5-fluoro-7,9-dihydrofuro[3,4-f]quinazolin-6-yl)benzo[b]thiophene-3-carbonitrile NC1=C(C2=C(S1)C=CC=C2C=2C1=C(C=3C=NC(=NC3C2F)N2C[C@H](CC2)N(C)C)COC1)C#N